N-capryloyl-tyrosine C(CCCCCCC)(=O)N[C@@H](CC1=CC=C(C=C1)O)C(=O)O